2-((2,6-dichlorophenyl)thio)-1-(5-(5-(trifluoromethyl)-1,2,4-oxadiazol-3-yl)pyridin-2-yl)ethan-1-one ClC1=C(C(=CC=C1)Cl)SCC(=O)C1=NC=C(C=C1)C1=NOC(=N1)C(F)(F)F